BrC=1C=C(C=CC1)C1OCC[C@H](NC1=O)CO (5S)-2-(3-bromophenyl)-5-(hydroxymethyl)-1,4-oxazepan-3-one